N1C=C(C2=CC=CC=C12)C(=O)[O-] 1H-indole-3-carboxylate